(3-(4,4-bis(methoxymethyl)-cyclohexyl)-2-((methyl(2-(methylamino)ethyl)amino)-methyl)-6,7-dihydropyrazolo-[1,5-a]pyrazin-5(4H)-yl)(1-ethylcyclobutyl)methanone COCC1(CCC(CC1)C=1C(=NN2C1CN(CC2)C(=O)C2(CCC2)CC)CN(CCNC)C)COC